2-[4-[(3S)-3-(5-Methylpyrazin-2-yl)isoxazolidine-2-carbonyl]-1-piperidyl]pyrimidine-4-carboxamide CC=1N=CC(=NC1)[C@H]1N(OCC1)C(=O)C1CCN(CC1)C1=NC=CC(=N1)C(=O)N